O[C@@H]1C[C@H](N(C1)C(=O)[C@H](C(C)(C)C)NC(COCCOCCOCC(=O)O)=O)C(NCC1=CC=C(C=C1)C1=C(N=CS1)C)=O 2-[2-[2-[2-[[(1S)-1-[(2S,4R)-4-hydroxy-2-[[4-(4-methylthiazol-5-yl)phenyl]methylcarbamoyl]pyrrolidine-1-carbonyl]-2,2-dimethyl-propyl]amino]-2-oxo-ethoxy]ethoxy]ethoxy]acetic acid